CP(=O)(C)C=1C=CC(=C(C1)C=1NOC(N1)=O)NCC#CC1=C(C2=C(S1)C(=CC=C2)N[C@H]2[C@H](CN(CC2)C)F)CC(F)(F)F 3-(5-(dimethylphosphoryl)-2-((3-(7-(((3S,4R)-3-fluoro-1-methylpiperidin-4-yl)amino)-3-(2,2,2-trifluoroethyl)benzo[b]thiophen-2-yl)prop-2-yn-1-yl)amino)phenyl)-1,2,4-oxadiazol-5(2H)-one